3-(adamantan-1-yl)-4-methoxybenzene C12(CC3CC(CC(C1)C3)C2)C=2C=CC=CC2OC